N(=[N+]=[N-])CCNC=1C(=NON1)/C(=N/O)/NCC1=CC(=C(C=C1)F)Br (Z)-4-((2-azidoethyl)amino)-N-(3-bromo-4-fluorobenzyl)-N'-hydroxy-1,2,5-oxadiazole-3-carboxamidine